((3R,6S)-6-(trifluoromethyl)tetrahydro-2H-pyran-3-yl)-8-azabicyclo[3.2.1]octane-3-carboxamide FC([C@@H]1CC[C@@H](CO1)C12CC(CC(CC1)N2)C(=O)N)(F)F